7-bromo-5-chloro-3-ethylquinazoline-2,4(1H,3H)-dione BrC1=CC(=C2C(N(C(NC2=C1)=O)CC)=O)Cl